(2S,5S)-3-(4-amino-2-fluorophenethyl)-2-(1-(4-Bromophenyl)-3-(4-fluorophenyl)-1H-pyrazol-4-yl)-5-methyloxazolidin-4-one NC1=CC(=C(CCN2[C@@H](O[C@H](C2=O)C)C=2C(=NN(C2)C2=CC=C(C=C2)Br)C2=CC=C(C=C2)F)C=C1)F